methyl 4-(3-(trifluoromethyl)bicyclo[1.1.1]pentan-1-yl)pyrrolo[1,2-a]quinoxaline-7-carboxylate FC(C12CC(C1)(C2)C=2C=1N(C3=CC=C(C=C3N2)C(=O)OC)C=CC1)(F)F